OC1=CC=C(C=CC=2OC(=CC(C2)=C(C#N)C#N)C)C=C1 (2-(4-hydroxystyryl)-6-methyl-4H-pyran-4-ylidene)malononitrile